4-[5-(3-phenylpyrazol-1-yl)-2-(4-pyridyl)pyrazolo[1,5-a]pyrimidin-7-yl]morpholine 2,7-diazaspiro[3.5]Nonane-7-carboxylate C1NCC12CCN(CC2)C(=O)O.C2(=CC=CC=C2)C2=NN(C=C2)C2=NC=1N(C(=C2)N2CCOCC2)N=C(C1)C1=CC=NC=C1